NC1CCCCCCCCCCC(=O)N1 12-amino-dodecanolactam